C(C)OC(=O)C=1N(C=C(C(C1C(=O)OCC)=O)C(=O)OCC)C1=CC(=CC=C1)Cl Triethyl-1-(3-chlorophenyl)-4-oxo-1,4-dihydropyridine-2,3,5-tricarboxylate